CS(=O)(=O)C[C@@H]1[C@H](N(C1)C=1C=CC(=C2C=C(N=CC12)NC1=NC(=NC=C1)N1CCC(CC1)(O)C)C(C)C)C 1-[4-({8-[(2R,3S)-3-(methanesulfonylmeth-yl)-2-methylazetidin-1-yl]-5-(propan-2-yl)isoquinolin-3-yl}amino)pyrimidin-2-yl]-4-methylpiperidin-4-ol